1-cyclopropyl-7-fluoro-benzimidazole-5-carboxylic acid C1(CC1)N1C=NC2=C1C(=CC(=C2)C(=O)O)F